NC1C(CN(CC1)C1=C(C=CC=2N(C(=NC21)C)C)NC(=O)C2=NN(C(C=C2)=O)C2=C(C=CC=C2F)F)(F)F N-(4-(4-amino-3,3-difluoropiperidin-1-yl)-1,2-dimethyl-1H-benzo[d]imidazol-5-yl)-1-(2,6-difluorophenyl)-6-oxo-1,6-dihydropyridazine-3-carboxamide